(R)-1-(6-(3-methylmorpholino)-1-(1H-pyrazol-3-yl)-1H-pyrazolo[3,4-b]pyridin-4-yl)cyclohexane-1-carbonitrile C[C@@H]1COCCN1C1=CC(=C2C(=N1)N(N=C2)C2=NNC=C2)C2(CCCCC2)C#N